C1(=CC=CC=C1)C1=C(C2=C([Se]C3=C2C=CC=C3)C=C1)C=1C(=C(C=CC1)C1=CC=CC=C1)C1=NN=NC(=C1C1=C(C=CC=C1)C1=CC=CC=C1)C1=CC=CC=C1 (phenyldibenzoselenophenyl)[phenyl(biphenylyl)triazinyl]Biphenyl